tert-butyl 4-amino-2-(2-methyl-8-nitroquinolin-3-yl)-4-oxobutanoate NC(CC(C(=O)OC(C)(C)C)C=1C(=NC2=C(C=CC=C2C1)[N+](=O)[O-])C)=O